BrC1=CN(C2=NC=CC(=C21)OC2=C(C=C(C=C2F)N(C(=O)OC(C)(C)C)C(=O)OC(C)(C)C)F)S(=O)(=O)C2=CC=C(C=C2)C di-tert-butyl (4-{[3-bromo-1-(4-methylbenzene-1-sulfonyl)-1H-pyrrolo[2,3-b]pyridin-4-yl]oxy}-3,5-difluorophenyl)-2-imidodicarbonate